C1C(O1)CCCC2C(O2)CC3CO3 1,2,4,5,9,10-Triepoxydecane